2-(morpholin-2-yl)acetonitrile hydrochloride Cl.N1CC(OCC1)CC#N